bis(oleate) zirconium [Zr+2].C(CCCCCCC\C=C/CCCCCCCC)(=O)[O-].C(CCCCCCC\C=C/CCCCCCCC)(=O)[O-]